C(C)(C)(C)OC(N(C)CC1=NN(C(C1)=O)CCC(C)(C)C)=O.COC1=CC=CC(=N1)NS(=O)(=O)C1CC1 N-(6-methoxypyridin-2-yl)cyclopropanesulfonamide tert-Butyl-{[1-(3,3-dimethylbutyl)-5-oxo-4,5-dihydro-1H-pyrazol-3-yl]methyl}methylcarbamate